FC=1C(=C(N)C=CC1)B1OC(C(O1)(C)C)(C)C 3-fluoro-2-(tetramethyl-1,3,2-dioxaborolan-2-yl)aniline